tert-butyl N-[2-[4-(hydroxymethyl)cyclohexyl]-6-[(1R,4R)-2-oxa-5-azabicyclo[2.2.1]heptan-5-yl]indazol-5-yl]carbamate OCC1CCC(CC1)N1N=C2C=C(C(=CC2=C1)NC(OC(C)(C)C)=O)N1[C@H]2CO[C@@H](C1)C2